FC(C=1C=C(C=NC1)C=1N=CNC1)(F)F 4-(5-(trifluoromethyl)pyridin-3-yl)-1H-imidazole